ClC1=C(C=CC=C1)CC(=O)NC1=CC(=C(C=C1)N1C=NC=2C1=NC=CC2)S(N)(=O)=O 2-(2-chlorophenyl)-N-[4-(3H-Imidazo[4,5-b]pyridin-3-yl)-3-sulfamoylphenyl]acetamide